C(C)OC(C(C(=O)[O-])(C)C)=O 3-ethoxy-2,2-dimethyl-3-oxo-propionate